6-((5-fluoropyridin-2-yl)amino)-4-((2-methyl-2,4-dihydrochromeno[4,3-c]pyrazol-6-yl)amino)pyridazine-3-carboxamide FC=1C=CC(=NC1)NC1=CC(=C(N=N1)C(=O)N)NC1=CC=CC2=C1OCC=1C2=NN(C1)C